N-tert-butyl-2-({2-[4-(cyclopropylmethoxy)pyridin-2-yl]-5H,6H,7H-cyclopenta[d]pyrimidin-4-yl}(methyl)amino)acetamide C(C)(C)(C)NC(CN(C)C=1C2=C(N=C(N1)C1=NC=CC(=C1)OCC1CC1)CCC2)=O